N[C@H](C(=O)NC1=CC2=C(CC(O2)CN2C(N[C@@H](C2)C(F)(F)F)=O)C=C1)C(C1CC1)C1CC1 (2S)-2-amino-3,3-dicyclopropyl-N-(2-(((S)-2-oxo-4-(trifluoromethyl)imidazolidin-1-yl)methyl)-2,3-dihydrobenzofuran-6-yl)propanamide